Cl.CC=1C=NC=CC1 (S)-3-Methyl-pyridine hydrochloride